ClC1=C(C=CC=C1C)S(=O)(=O)N1CCSCC1 4-(2-chloro-3-methylphenylsulfonyl)thiomorpholine